(2S,3S,4R)-1-O-(α-D-galactosyl)-2-(N-pentacosanoylamino)-1,3,4-heptanetriol [C@H]1([C@H](O)[C@@H](O)[C@@H](O)[C@H](O1)CO)OC[C@@H]([C@@H]([C@@H](CCC)O)O)NC(CCCCCCCCCCCCCCCCCCCCCCCC)=O